6-hydroxyhex-2-enoyl-COA OCCCC=CC(=O)SCCNC(CCNC([C@@H](C(COP(OP(OC[C@@H]1[C@H]([C@H]([C@@H](O1)N1C=NC=2C(N)=NC=NC12)O)OP(=O)(O)O)(=O)O)(=O)O)(C)C)O)=O)=O